CN(C)CC1CN(C1)C1=CC=CC=2N(C=NC21)C(=O)NCCCC2=CC=CC=C2 4-(3-((Dimethylamino)methyl)azetidin-1-yl)-N-(3-phenylpropyl)-1H-benzo[d]imidazole-1-carboxamide